N-(5-amino-6-iodo-3-methylpyridin-2-yl)-N-[(tert-butoxy)carbonyl]carbamic acid tert-butyl ester C(C)(C)(C)OC(N(C(=O)OC(C)(C)C)C1=NC(=C(C=C1C)N)I)=O